C(C)(C)(C)C=1C=C(C=C(C1)NC(=O)C=1N=NN(C1C)C1=C(C=CC(=C1)OC)OC)NC(CCC(=O)O)=O 4-((3-(tert-butyl)-5-(1-(2,5-dimethoxyphenyl)-5-methyl-1H-1,2,3-triazole-4-carboxamido)phenyl)amino)-4-oxobutanoic acid